3-(R)-hydroxydecanoic acid O[C@@H](CC(=O)O)CCCCCCC